CC1=C(N=C(O1)C1=CC2=C(N(N=N2)C(C)C)C=C1)C1=CC=CC=C1 5-(5-methyl-4-phenyl-1,3-oxazol-2-yl)-1-(propan-2-yl)-1H-1,2,3-benzotriazole